CN1C=NC2=C(C1=O)C(=NC=C2C2=CC=C(C=C2)C(F)(F)F)NC2CC(C2)C(=O)N 3-((3-methyl-4-oxo-8-(4-(trifluoromethyl)phenyl)-3,4-dihydropyrido[4,3-d]pyrimidin-5-yl)amino)cyclobutane-1-carboxamide